5-((2,5,8,11,14,17,20-heptaoxadocosan-22-yl)oxy)-1-(2-carboxyethyl)-2,3,3-trimethyl-3H-indol-1-ium iodide [I-].COCCOCCOCCOCCOCCOCCOCCOC=1C=C2C(C(=[N+](C2=CC1)CCC(=O)O)C)(C)C